CN(CCCC(=O)OC(CCCC(=O)OCC(COC(CCC1CCCCC1)=O)(C)COC(CCC1CCCCC1)=O)CCCC(=O)OCC(COC(CCC1CCCCC1)=O)(C)COC(CCC1CCCCC1)=O)C bis(3-((3-cyclohexylpropanoyl)oxy)-2-(((3-cyclohexylpropanoyl)oxy) methyl)-2-methylpropyl) 5-((4-(dimethylamino)butanoyl)oxy)nonanedioate